1-{2-[(2-methylprop-2-enoyl)oxy]decyl}pyridin-1-ium chloride [Cl-].CC(C(=O)OC(C[N+]1=CC=CC=C1)CCCCCCCC)=C